OC1(CNCC1)COC=1C(=CC(=NC1)C)C1=CC=2N(C=C1)N=C(C2)NC(=O)C2CC2 N-[5-[5-[(3-hydroxypyrrolidin-3-yl)methoxy]-2-methyl-4-pyridyl]pyrazolo[1,5-a]pyridin-2-yl]cyclopropanecarboxamide